N1C(NC=CC1)=O 1,2,3,6-tetrahydropyrimidin-2-one